1-di-2-ethylhexyl peroxydicarbonate C(=O)(OC(CCCCC)(CC)CC)OOC(=O)[O-]